6-chloro-2-{[5-chloro-1-(2,2-difluoroethyl)-1H-pyrazol-4-yl]amino}quinazolin ClC=1C=C2C=NC(=NC2=CC1)NC=1C=NN(C1Cl)CC(F)F